FC=1C=C2C(=C(/C(/C2=CC1)=C/C1=CC(=CC=C1)OC1=CC=CC=C1)CC1=CC=C(C=C1)C(F)(F)F)CC(=O)O (Z)-2-(5-Fluoro-1-(3-phenoxybenzylidene)-2-(4-(trifluoromethyl)benzyl)-1H-inden-3-yl)acetic acid